C(C)N(C(=O)C12CC(C1)(C2)NS(=O)(=O)C2=CC=C(C1=CC=CC=C21)NC(C2=C(C=CC=C2)C)=O)C N-ethyl-N-methyl-3-(4-(2-methylbenzamido)naphthalene-1-sulfonamido)bicyclo[1.1.1]pentane-1-carboxamide